N-(6-chloro-4-(2-propyl-1,3-dioxolan-2-yl)pyridin-3-yl)-2-((tetrahydro-2H-pyran-4-yl)amino)pyrimidine-4-carboxamide ClC1=CC(=C(C=N1)NC(=O)C1=NC(=NC=C1)NC1CCOCC1)C1(OCCO1)CCC